C(C)[C@@H](CN)CCCC |r| racemic-2-ethylhexyl-amine